2-Phenyl-4-(4-chlorophenyl)-5-methylimidazole C1(=CC=CC=C1)C=1NC(=C(N1)C1=CC=C(C=C1)Cl)C